4-methoxy-N'-[4-(1-methylindol-3-yl)pyrimidin-2-yl]-6-(4-methylpiperidin-1-yl)benzene-1,3-diamine COC1=C(C=C(C(=C1)N1CCC(CC1)C)N)NC1=NC=CC(=N1)C1=CN(C2=CC=CC=C12)C